1-(2,6-diisopropylphenyl)-3-(2,4,6-trimethylbenzyl)-1H-imidazol-3-ium chloride [Cl-].C(C)(C)C1=C(C(=CC=C1)C(C)C)N1C=[N+](C=C1)CC1=C(C=C(C=C1C)C)C